BrC1=C(C=C(C(=O)NC2=CC(=C(C=C2)Cl)C(F)(F)F)C=C1)[N+](=O)[O-] 4-bromo-N-(4-chloro-3-(trifluoromethyl)phenyl)-3-nitrobenzamide